6-[4-Nitro-3-(trifluoromethyl)-1H-pyrazol-1-yl]-2-azaspiro[3.3]heptane-2-carboxylic acid tert-butyl ester C(C)(C)(C)OC(=O)N1CC2(C1)CC(C2)N2N=C(C(=C2)[N+](=O)[O-])C(F)(F)F